C(#N)C1=CNC2=C(C=CC(=C12)C)NS(=O)(=O)C=1C=NN(C1)CC(=O)N(C)C 2-[4-[(3-cyano-4-methyl-1H-indol-7-yl)sulfamoyl]pyrazol-1-yl]-N,N-dimethylacetamide